(3S)-N-(3-(6-((3,3-difluorocyclopentyl)amino)-2-morpholinopyrimidin-4-yl)-4-methylphenyl)-3-(2,2,2-trifluoroethyl)pyrrolidine-1-carboxamide FC1(CC(CC1)NC1=CC(=NC(=N1)N1CCOCC1)C=1C=C(C=CC1C)NC(=O)N1C[C@@H](CC1)CC(F)(F)F)F